P1(OC2=C(C=C(C=C2C(C)(C)C)C)CCC2=C(C(=CC(=C2)C)C(C)(C)C)O1)OC1=C(C=C(C=C1)C)C(C)(C)C 2,2'-ethylenebis(4-methyl-6-t-butylphenyl) (2-t-butyl-4-methylphenyl) phosphite